1,1'-(((((5-(4-(1,3-dioxoisoindolin-2-yl)butoxy)-1,3-phenylene)bis(methylene))bis((pyridin-2-ylmethyl)azanediyl))bis(methylene))bis(pyridine-6,2-diyl))bis(3-(4-fluorophenethyl)urea) O=C1N(C(C2=CC=CC=C12)=O)CCCCOC=1C=C(C=C(C1)CN(CC1=NC=CC=C1)CC1=CC=CC(=N1)NC(=O)NCCC1=CC=C(C=C1)F)CN(CC1=NC=CC=C1)CC1=CC=CC(=N1)NC(=O)NCCC1=CC=C(C=C1)F